2-(1H-pyrazol-4-yl)pyrimidin N1N=CC(=C1)C1=NC=CC=N1